1-{4-[5-(Ethylsulfonyl)-1-methyl-4-(6,6,7,7-tetrafluoro-1-methyl-6,7-dihydro-1H-[1,4]dioxino[2,3-f]benzimidazol-2-yl)-1H-imidazol-2-yl]phenyl}cyclopropanecarbonitrile C(C)S(=O)(=O)C1=C(N=C(N1C)C1=CC=C(C=C1)C1(CC1)C#N)C1=NC2=C(N1C)C=C1C(=C2)OC(C(O1)(F)F)(F)F